N12C[C@H](C(CC1)CC2)OC(N[C@@H]2C(CC1=CC(=C(C=C21)F)C2=CC(=C(C=C2)OCCC)C)(C)C)=O (S)-quinuclidin-3-yl((R)-6-fluoro-2,2-dimethyl-5-(3-methyl-4-propoxyphenyl)-2,3-dihydro-1H-inden-1-yl)carbamate